ClC1=CC=C(C[C@@H]2N(C[C@H]3N(C2)CCC3)C3CCN(CC3)C3=NC=CC(=C3)Cl)C=C1 (3S,7R,8aS)-3-(4-chlorobenzyl)-2-(1-(4-chloropyridin-2-yl)piperidin-4-yl)octa-hydropyrrolo[1,2-a]pyrazin